FC1=C(C=C2C(=C(NC2=C1)C1=C2C(=NC=C1)NN=C2)C(C)C)C2CCN(CC2)C2CCN(CC2)C(C)C 4-(6-fluoro-3-isopropyl-5-(1'-isopropyl-[1,4'-bipiperidin]-4-yl)-1H-indol-2-yl)-1H-pyrazolo[3,4-b]pyridine